C1(=CC=CC=C1)C1=NC=2N(C(=C1)C1=CC=CC=C1)N=C(C2)C(=O)NC2CN(C2)C(=O)OC(C)(C)C tert-butyl 3-(5,7-diphenylpyrazolo[1,5-a]pyrimidine-2-carboxamido)azetidine-1-carboxylate